FC(C=1C(=NC=CC1)C(=O)Cl)(F)F 3-(trifluoromethyl)pyridin-2-carbonyl chloride